Methyl 1-(3-fluoro-4-methoxybenzyl)-5-hydroxy-2-oxo-2,3-dihydro-1H-benzo[b]azepine-4-carboxylate FC=1C=C(CN2C3=C(C(=C(CC2=O)C(=O)OC)O)C=CC=C3)C=CC1OC